6-chlorothiazolo[5,4-b]Pyridin-2-amine ClC=1C=C2C(=NC1)SC(=N2)N